C=1C2=C3N(N=C2C=CC1)C=CC=C3 pyrido[1,2-b]indazole